6-chloro-N-(5-(4-chloro-3-(neopentyloxy)phenyl)-6-(4-(trifluoromethyl)phenyl)pyridin-2-yl)pyridine-2-sulfonamide ClC1=CC=CC(=N1)S(=O)(=O)NC1=NC(=C(C=C1)C1=CC(=C(C=C1)Cl)OCC(C)(C)C)C1=CC=C(C=C1)C(F)(F)F